N1N=CN=C1SSC1=NC=NN1 5,5'-dithio-bis(1,2,4-triazole)